6,10,13-triazaheptadecan-17-oate CCCCCNCCCNCCNCCCC(=O)[O-]